ClC1=CC=C2C(=CC(=NC2=C1Cl)N1[C@@H](CCC1)COCCC(=O)O)C=1N=NNC1 (S)-3-((1-(7,8-dichloro-4-(1H-1,2,3-triazol-4-yl)quinolin-2-yl)pyrrolidin-2-yl)methoxy)propionic acid